((S)-fluoro(2-(((3S,6S,9aS)-3-(3-(4-morpholino-pyrimidin-5-yl)azetidine-1-carbonyl)-5-oxooctahydro-1H-pyrrolo[1,2-a]azepin-6-yl)carbamoyl)benzo[b]thiophen-5-yl)methyl)phosphonic acid F[C@H](C1=CC2=C(SC(=C2)C(N[C@H]2CCC[C@@H]3N(C2=O)[C@@H](CC3)C(=O)N3CC(C3)C=3C(=NC=NC3)N3CCOCC3)=O)C=C1)P(O)(O)=O